Methylpyrazole-4-carboxamide CC1=NNC=C1C(=O)N